COC1=C(C(=O)P(CCC2=CC=CC=C2)(C(C2=C(C=CC=C2OC)OC)=O)=O)C(=CC=C1)OC bis(2,6-dimethoxybenzoyl)2-phenylethylphosphine oxide